methyl 3-methoxy-2,6-dimethylbenzoate COC=1C(=C(C(=O)OC)C(=CC1)C)C